3-(but-1-en-1-yl)-1-methyl-1H-indole C(=CCC)C1=CN(C2=CC=CC=C12)C